COC1=CC=C(CN2N=NN=C2C=2C=CC(N(C2)C=2C=NC(=CC2)N[C@@H]2C[C@H](CC2)NC2=NC=C(N=C2)C)=O)C=C1 5-(1-(4-Methoxybenzyl)-1H-tetrazol-5-yl)-6'-(((1S,3S)-3-((5-methylpyrazin-2-yl)amino)cyclopentyl)amino)-2H-[1,3'-bipyridin]-2-one